3-(2-(4-(2,4-Di-t-butylphenoxy)butyrylamino)benzoylamino)benzoic acid C(C)(C)(C)C1=C(OCCCC(=O)NC2=C(C(=O)NC=3C=C(C(=O)O)C=CC3)C=CC=C2)C=CC(=C1)C(C)(C)C